C(C1=CC=CC=C1)OC(=O)[C@@H]1CSC2=C(C(=CC(N12)=O)CC1=CC(=CC=C1)C(F)(F)F)C1CC1 (3R)-7-cyclopropyl-4-oxo-6-{[m-(trifluoromethyl)phenyl]methyl}-1-thia-3a-aza-3-indancarboxylic acid benzyl ester